S(=O)(=O)(O)C1=C(C(=O)[O-])C=CC(=C1)C(=O)O.[Na+] monosodium 2-sulfoterephthalate